zinc 1,2-cyclohexanediamine chloride [Cl-].C1(C(CCCC1)N)N.[Zn+2].[Cl-]